C(#N)[C@H](C[C@H]1C(NCCC1)=O)NC(=O)[C@H]1N([C@@H]2CC([C@H]1CC2)(F)F)C([C@H](CC2CCC2)NC(C(F)(F)F)=O)=O (1S,3S,4S)-N-[(1S)-1-cyano-2-[(3S)-2-oxo-3-piperidyl]ethyl]-2-[(2S)-3-cyclobutyl-2-[(2,2,2-trifluoroacetyl)amino]propanoyl]-5,5-difluoro-2-azabicyclo[2.2.2]octane-3-carboxamide